3,4-diethylfuran C(C)C1=COC=C1CC